CC(CC(C(=O)O)=O)C 4-Methyl-2-oxo-valeric acid